OC(=O)C(F)(F)F.NC1=C(C=CC(=C1)N1CCN(CC1)CC)NC1=NC=C2C(=N1)N(C(N(C2)C2=C(C(=CC(=C2Cl)OC)OC)Cl)=S)CC 7-((2-amino-4-(4-ethylpiperazin-1-yl)phenyl)amino)-3-(2,6-dichloro-3,5-dimethoxyphenyl)-1-ethyl-3,4-dihydropyrimido[4,5-d]pyrimidine-2(1H)-thione TFA salt